6-(4-((8-Methoxyquinolin-4-yl)amino)butyl)pyridinealdoxime COC=1C=CC=C2C(=CC=NC12)NCCCCC1=CC=CC(=N1)C=NO